CC1N(C(CC(C1)=O)C)C(=O)OC(C)(C)C tert-butyl 2,6-dimethyl-4-oxo-piperidine-1-carboxylate